((4-amino-3-fluorophenyl)sulfonyl)piperidine-3-carboxylic acid ethyl ester C(C)OC(=O)C1CN(CCC1)S(=O)(=O)C1=CC(=C(C=C1)N)F